N1[C@@H](CC1)CNCCCCNC1=CC(=C(C=C1Br)S(=O)(=O)NC1=NC=NS1)F 4-[(4-{[(2S)-azetidin-2-ylmethyl]amino}butyl)amino]-5-bromo-2-fluoro-N-1,2,4-thiadiazol-5-ylbenzenesulfonamide